N-(3-((1,4-dioxo-1,4-dihydronaphthalen-2-yl)amino)phenyl)-2-fluoro-4-nitrobenzamide O=C1C(=CC(C2=CC=CC=C12)=O)NC=1C=C(C=CC1)NC(C1=C(C=C(C=C1)[N+](=O)[O-])F)=O